ClC1=C(C(=CC=C1)F)CC1=NOC(N1CC=1OC(=CC1)C(F)(F)F)=O 3-[(2-chloro-6-fluorophenyl)methyl]-4-{[5-(trifluoromethyl)furan-2-yl]methyl}-4,5-dihydro-1,2,4-oxadiazol-5-one